C(C)(=O)NCC1CCN(CC1)CC1=CC(=NC(=C1)C1=CC(=CC(=C1)Cl)Cl)OC=1C=CC(=NC1)N1CCN(CC1)CC(C(=O)O)CC 2-((4-(5-((4-((4-(acetamidomethyl)piperidin-1-yl)methyl)-6-(3,5-dichlorophenyl)pyridin-2-yl)oxy)pyridin-2-yl)piperazin-1-yl)methyl)butanoic acid